ClCCC=1N=CNC1 4-(2-chloroethyl)imidazole